4-(7-((3-(1-oxa-8-azaspiro[4.5]decan-8-yl)propyl)amino)thieno[3,2-b]pyridin-5-yl)-N,N-dimethylbenzamide O1CCCC12CCN(CC2)CCCNC2=C1C(=NC(=C2)C2=CC=C(C(=O)N(C)C)C=C2)C=CS1